N-(2-cyano-1-cyclopenten-1-yl)-2-methyl-3-(naphthalen-2-yl)acrylamide C(#N)C1=C(CCC1)NC(C(=CC1=CC2=CC=CC=C2C=C1)C)=O